(4-((3-(4-(di-fluoromethoxy)phenyl)imidazo[1,2-a]pyrazin-8-yl)amino)-2-methylphenyl)(4-(4-methylpiperazin-1-yl)piperidin-1-yl)methanone FC(OC1=CC=C(C=C1)C1=CN=C2N1C=CN=C2NC2=CC(=C(C=C2)C(=O)N2CCC(CC2)N2CCN(CC2)C)C)F